C(C)N1CC2(CN(C2)CC=2C=CC(=NC2)NC2=NC=C(C(=N2)C2=CC3=C(N=C4N3[C@@H](CC4)C(F)(F)F)C(=C2)F)F)C1 (S)-N-(5-((6-ethyl-2,6-diazaspiro[3.3]heptan-2-yl)methyl)pyridin-2-yl)-5-fluoro-4-(5-fluoro-1-(trifluoromethyl)-2,3-dihydro-1H-benzo[d]pyrrolo[1,2-a]imidazol-7-yl)pyrimidin-2-amine